C(CCCCCCCCCCCCCCCCC)(=O)[O-].C(CCCCCCCCCCCCCCCCC)(=O)[O-].[K+].[K+] dipotassium distearate